3-fluoro-N-[(1R,2S)-2-hydroxy-2-methyl-indan-1-yl]-5-[1-(2-imino-4,4-dimethyl-6-oxo-hexahydropyrimidin-1-yl)-3-methoxy-propyl]benzamide FC=1C=C(C(=O)N[C@H]2[C@@](CC3=CC=CC=C23)(C)O)C=C(C1)C(CCOC)N1C(NC(CC1=O)(C)C)=N